C12(CCC(CC1)CC2)C=2OC1=C(N2)C=CC(=C1)OC\C(\CNC(OC(C)(C)C)=O)=C\F tert-butyl (E)-(2-(((2-(bicyclo[2.2.2]octan-1-yl)benzo[d]oxazol-6-yl)oxy)methyl)-3-fluoroallyl)carbamate